NC=1C=CC(=C2CN(C(C12)=O)CC(C(=O)N)=C)C=1C=C2C(=NNC2=CC1)C=1CCN(CC1)C 2-({7-amino-4-[3-(1-methyl-1,2,3,6-tetrahydropyridin-4-yl)-1H-indazol-5-yl]-1-oxo-2,3-dihydro-1H-isoindol-2-yl}methyl)prop-2-enamide